(1s,4s)-4-(8-(2,3-difluoro-4-methoxyphenylamino)-2-(tetrahydro-2H-pyran-4-ylamino)-9H-purin-9-yl)cyclohexanecarboxamide FC1=C(C=CC(=C1F)OC)NC=1N(C2=NC(=NC=C2N1)NC1CCOCC1)C1CCC(CC1)C(=O)N